N-(5-isopropyl-1H-pyrazol-3-yl)-5-methyl-6-((1-methylpiperidin-4-yl)oxy)pyrazin-2-amine C(C)(C)C1=CC(=NN1)NC1=NC(=C(N=C1)C)OC1CCN(CC1)C